SCC(C(CS)O)OC 1,4-dimercapto-2-methoxy-3-hydroxy-butane